N,N-diMethylacetamide CC(=O)N(C)C